C(OCCN)COCCN 2,2'-(Ethylenedioxy)bis(ethylamine)